5-bromo-1-chloro-2-fluorotoluene BrC=1C=CC(C(C)(C1)Cl)F